3',6'-dibromo-5-hydroxy-3H-spiro[isobenzofuran-1,9'-xanthen]-3-one BrC=1C=CC=2C3(C4=CC=C(C=C4OC2C1)Br)OC(C1=CC(=CC=C13)O)=O